Tert-butyl (1S,4S)-4-(2-hydroxyethyl)-2-oxa-5-azabicyclo[2.2.1]heptane-5-carboxylate OCC[C@]12CO[C@H](CN1C(=O)OC(C)(C)C)C2